C[C@@H]1CN(CCN1C=1C=NC(=CC1)C(NC)=O)C(=O)OC(C)(C)C tert-butyl (3R)-3-methyl-4-[6-(methylcarbamoyl)pyridin-3-yl]piperazine-1-carboxylate